((4-(7-amino-8-((2-oxo-2,3-dihydro-1H-benzo[d]imidazol-5-yl)methyl)-2-azaspiro[4.4]non-2-yl)pyrimidin-5-yl)oxy)-5-fluoro-N,N-diisopropylbenzamide NC1CC2(CCN(C2)C2=NC=NC=C2OC2=C(C(=O)N(C(C)C)C(C)C)C=C(C=C2)F)CC1CC1=CC2=C(NC(N2)=O)C=C1